(1S,2S,3R,4S,5S)-5-(butylamino)-1-(hydroxymethyl)cyclohexane-1,2,3,4-tetraol C(CCC)N[C@@H]1[C@@H]([C@H]([C@@H]([C@@](C1)(O)CO)O)O)O